P(=O)(O)(O)OC[C@@H]1[C@H]([C@H]([C@@H](O1)N1C=NC=2C(N)=NC=NC12)O)O.C(C)NC=1N=CC(=C2C=C(N=CC12)NC(=O)C1CC1)C=O N-(8-(ethylamino)-5-formyl-2,7-naphthyridin-3-yl)cyclopropanecarboxamide adenosine-5'-phosphate